ClC1=CC(=C2C(=NNC2=C1Cl)C(C)=O)C1=NN(C=C1)C 1-[6,7-dichloro-4-(1-methylpyrazol-3-yl)-1H-indazol-3-yl]ethanone